CS(=O)(=O)[O-].C(CCCCCC)[NH+]1C=C(C=C1)CCC 1-Heptyl-3-propylpyrrolium methanesulfonate